O1C=C(C2=C1C=CC=C2)C(=O)N2CCC(CC2)CN(CCC)C2CC1=CC=CC(=C1CC2)O benzofuran-3-yl(4-(((5-hydroxy-1,2,3,4-tetrahydronaphthalen-2-yl)(propyl)amino)methyl)piperidin-1-yl)methanone